C(=O)(O)CCS(=O)(=O)O 2-carboxyethanesulfonic acid